CC=1C=2N(C=C(C1)B1OC(C)(C)C(C)(C)O1)C(=CN2)C#N 8-methyl-3-cyanoimidazo[1,2-a]Pyridine-6-boronic acid pinacol ester